CC(C=O)CC(CC=C(C)C)C1=CC=CC=C1 2,7-dimethyl-4-phenyloct-6-enal